S(=O)(=O)(O)C(C(=O)[O-])(CCC1=CC=C(C=C1)N1C(C=CC1=O)=O)N1C(CCC1=O)=O sulfosuccinimidyl-4-(p-maleimido-phenyl)butyrate